4-(4-amino-piperidin-1-yl)-(4-aminopiperidine-1-yl)pyridazine-3-amide NC1CCN(CC1)C1=C(N=NC=C1N1CCC(CC1)N)C(=O)N